C1(=CC=CC=C1)C(C(=O)O)[C@H](CC1=CC=CC=C1)NC(C(CN(C=O)OCC1=CC=CC=C1)CC1=CC=CC=C1)=O (3S)-phenyl-3-(2-benzyl-3-(N-(benzyloxy)formamido)propanamido)-4-phenyl-butanoic Acid